(3S)-3-methyl-1-(2-{1-[4-(propan-2-yl)phenyl]-1H-pyrazol-4-yl}-1,3-thiazole-4-carbonyl)piperazine [2-(2-cyano-5-fluoro-phenyl)-1,1,2,2-tetradeuterio-ethyl]methanesulfonate C(#N)C1=C(C=C(C=C1)F)C(C([2H])([2H])CS(=O)(=O)O)([2H])[2H].C[C@H]1CN(CCN1)C(=O)C=1N=C(SC1)C=1C=NN(C1)C1=CC=C(C=C1)C(C)C